C(#N)N1[C@H]2[C@@H](C[C@@H]1CC2)NC(=O)C=2SC(=CN2)C=2C=NN(C2)C N-((1R,2R,4S)-7-cyano-7-azabicyclo[2.2.1]heptan-2-yl)-5-(1-methyl-1H-pyrazol-4-yl)-1,3-thiazole-2-carboxamide